3-Ethyl-5-methyl-2-(acetoxymethyl)-4-(3-fluoro-2-(1-fluoroethyl) phenyl)-6-(fluoromethyl)-1,4-dihydropyridine-3,5-dicarboxylate C(C)C1(C(NC(C(C1C1=C(C(=CC=C1)F)C(C)F)(C(=O)[O-])C)CF)COC(C)=O)C(=O)[O-]